2-(3-bromophenyl)-1-ethyl-1H-benzo[d]imidazole BrC=1C=C(C=CC1)C1=NC2=C(N1CC)C=CC=C2